CSC(NC)C(=O)O 2-methylthio-sarcosine